methyl fluoropyridineformate (methyl fluoropicolate) CC1=C(C(=NC=C1)C(=O)O)F.FC=1C(=NC=CC1)C(=O)OC